tetrakis(hydroxymethyl)-phosphonium chloride [Cl-].OC[P+](CO)(CO)CO